2-(2-(5-((4,6-Difluoro-1H-indol-5-yl)oxy)-2-fluorophenyl)-1H-imidazol-5-yl)ethan-1-amine FC1=C2C=CNC2=CC(=C1OC=1C=CC(=C(C1)C=1NC(=CN1)CCN)F)F